6-((1R,5S)-8-propenoyl-8-azabicyclo[3.2.1]oct-3-yl)-4-(4-phenoxyphenyl)isoindolin-1-one C(C=C)(=O)N1[C@H]2CC(C[C@@H]1CC2)C2=CC(=C1CNC(C1=C2)=O)C2=CC=C(C=C2)OC2=CC=CC=C2